methyltrioctylmethyl-ammonium chloride [Cl-].CC[N+](CCCCCCCC)(CCCCCCCC)CCCCCCCC